C1(CCCC1)O[C@@H](CC=1SC(=C(N1)C(C(=O)O)C)C)[C@H](O)C1=CC(=C(C(=C1)OC)C)OC 2-(2-((2s,3r)-2-(cyclopentyloxy)-3-(3,5-dimethoxy-4-methylphenyl)-3-hydroxypropyl)-5-methylthiazol-4-yl)propionic acid